1-(4-Aminophenyl)-3-butyn-1-ol NC1=CC=C(C=C1)C(CC#C)O